OC=1C=CC2=C(SC(=C2OC2=CC=C(C=C2)/C=C/C(=O)OC)C(C2=C(C=CC=C2)C)=O)C1 Methyl (E)-3-(4-((6-hydroxy-2-(2-methylbenzoyl) benzo[b]thiophen-3-yl)oxy)phenyl)acrylate